OC=1C=C(C(=O)O[C@H]2[C@@H](OC3=CC(=CC(=C3C2)O)O)C2=CC(=C(C=C2)O)O)C=C(C1O)O (2S,3R)-2-(3,4-dihydroxyphenyl)-5,7-dihydroxychroman-3-yl 3,4,5-trihydroxybenzoate